bis(malonate) lithium [Li+].C(CC(=O)[O-])(=O)[O-].C(CC(=O)[O-])(=O)[O-].[Li+].[Li+].[Li+]